4-chloro-3-(p-chlorophenyl)-2-pyridylamine ClC1=C(C(=NC=C1)N)C1=CC=C(C=C1)Cl